2-((tert-Butoxycarbonyl)amino)-3-(tetrahydro-2H-pyran-4-yl)propanoic acid C(C)(C)(C)OC(=O)NC(C(=O)O)CC1CCOCC1